3,5-dimethoxy-N,N-bis(2-methoxyethyl)aniline COC=1C=C(N(CCOC)CCOC)C=C(C1)OC